5-Amino-3-(4-bromophenyl)-1-(2-hydroxyethyl)pyrazole-4-carbonitrile NC1=C(C(=NN1CCO)C1=CC=C(C=C1)Br)C#N